diethyl 1-butyl-6-methyl-9-oxo-4,8-diphenyl-1,7,8-triazaspiro[4.4]non-2,6-diene-2,3-dicarboxylate C(CCC)N1C(=C(C(C12C(=NN(C2=O)C2=CC=CC=C2)C)C2=CC=CC=C2)C(=O)OCC)C(=O)OCC